O=C1CC2C(CN(C2)C(=O)OCC2=CC=CC=C2)C1 benzyl 5-oxohexahydrocyclopenta[c]pyrrole-2(1H)-carboxylate